(R)-3-(4-chlorophenyl)-1-(4-((5R,7R)-7-hydroxy-5-methyl-6,7-dihydro-5H-cyclopenta[d]pyrimidin-4-yl)piperazin-1-yl)-2-(piperidin-4-ylamino)propan-1-one ClC1=CC=C(C=C1)C[C@H](C(=O)N1CCN(CC1)C=1C2=C(N=CN1)[C@@H](C[C@H]2C)O)NC2CCNCC2